C(C)(=O)N1C[C@@H](OCC1)CC1=C(N=C2N1C=CC(=C2)Cl)C2=C(C=C(C=C2F)S(=O)(=O)N)F (S)-4-(3-((4-acetylmorpholin-2-yl)methyl)-7-chloroimidazo[1,2-a]pyridin-2-yl)-3,5-difluorobenzenesulfonamide